BrC1=CC(=C(C=O)C=C1)OC para-bromo-o-methoxybenzaldehyde